NC(CC(=O)O)CO 3-amino-4-hydroxybutyric acid